(±)-3-(7-Chloro-1H-indazol-5-yl)-2-{[4-(2-oxo-1,4-dihydro-2H-quinazolin-3-yl)-piperidine-1-carbonyl]-amino}-propionic acid methyl ester COC([C@@H](CC=1C=C2C=NNC2=C(C1)Cl)NC(=O)N1CCC(CC1)N1C(NC2=CC=CC=C2C1)=O)=O |r|